N1(N=CC=C1)CC1=CC2=C(C(=NO2)N(S(=O)(=O)C2=C(C=CC=C2O)F)CC=C)C(=C1)OCC1=CC=CC=C1 N-(6-((1H-pyrazol-1-yl)methyl)-4-(benzyloxy)benzo[d]isoxazol-3-yl)-N-allyl-2-fluoro-6-hydroxybenzenesulfonamide